COC1=C(C(N)C(=O)OCC)C=CC=C1 ethyl 2-methoxyphenylglycinate